3-bromo-1-(3-chloro-2-pyridinyl)-N-(2-fluoroethyl-2,4-dioxo-1,2,3,4-tetrahydroquinazolinyl)-1H-pyrazole-5-carboxamide BrC1=NN(C(=C1)C(=O)NN1C(N(C(C2=CC=CC=C12)=O)CCF)=O)C1=NC=CC=C1Cl